N-ethylpyridine bromide salt [Br-].C(C)N1CC=CC=C1